1-(3-((2-((3-ethyl-1-(piperidin-4-yl)-1H-pyrazol-4-yl)amino)-5-(trifluoromethyl)pyrimidin-4-yl)amino)propyl)piperidin-2-one C(C)C1=NN(C=C1NC1=NC=C(C(=N1)NCCCN1C(CCCC1)=O)C(F)(F)F)C1CCNCC1